[Sb].[Sn].[Ni].[Cu] copper-nickel-tin-antimony